C(C)(C)(C)[Si](C)(C)OC=1C=C2C(=NN(C2=CC1F)C1OCCCC1)B1OC(C(O1)(C)C)(C)C tert-butyl-[6-fluoro-1-tetrahydropyran-2-yl-3-(4,4,5,5-tetramethyl-1,3,2-dioxaborolan-2-yl)indazol-5-yl]oxy-dimethyl-silane